(E)-Cinnamyl acetate C(C)(=O)OC\C=C\C1=CC=CC=C1